5-tertiary butyl-4-hydroxybenzoic acid C(C)(C)(C)C=1C(=CC=C(C(=O)O)C1)O